4-(2-((6,8-dichloro-9,9-dimethyl-9,10-dihydroacridin-3-yl)oxy)ethyl)morpholine ClC=1C=C2NC=3C=C(C=CC3C(C2=C(C1)Cl)(C)C)OCCN1CCOCC1